1-(4-methylphenyl)-2-phenylethanone CC1=CC=C(C=C1)C(CC1=CC=CC=C1)=O